2-fluoro-N-methyl-4-(7-(quinolin-6-ylmethyl)imidazo[1,2-b][1,2,4]triazin-2-yl)benzamide dihydrochloride Cl.Cl.FC1=C(C(=O)NC)C=CC(=C1)C=1C=NC=2N(N1)C(=CN2)CC=2C=C1C=CC=NC1=CC2